C(C1=CC=CC=C1)N(C(=O)N[C@H](C(=O)NC1=CC2=C(C=N1)C1(CCOCC1)C(N2)=O)C2CCC(CC2)C)C (2S)-2-{[Benzyl(methyl)-carbamoyl]amino}-2-(4-methylcyclohexyl)-N-(2-oxospiro[1H-pyrrolo[3,2-c]pyridine-3,4'-oxane]-6-yl)acetamide